ethyl (3Z)-3-[(dimethylamino)methylidene]-4-oxocyclopentane-1-carboxylate Ethyl-3-oxocyclopentane-1-carboxylate C(C)OC(=O)C1CC(CC1)=O.CN(C)\C=C/1\CC(CC1=O)C(=O)OCC